6-chloro-N-[5-(difluoromethoxy)-4,6-dimethoxy-pyrimidin-2-yl]-7-thiazol-4-yl-1H-indole-3-sulfonic acid amide ClC1=CC=C2C(=CNC2=C1C=1N=CSC1)S(=O)(=O)NC1=NC(=C(C(=N1)OC)OC(F)F)OC